4-((4-(2-(4-(4-amino-3-(4-phenoxyphenyl)-1H-pyrazolo[3,4-d]pyrimidin-1-yl)piperidine-1-yl)ethyl)phenethyl)thio)-2-(2,6-dioxopiperidin-3-yl)isoindoline-1,3-dione NC1=C2C(=NC=N1)N(N=C2C2=CC=C(C=C2)OC2=CC=CC=C2)C2CCN(CC2)CCC2=CC=C(CCSC1=C3C(N(C(C3=CC=C1)=O)C1C(NC(CC1)=O)=O)=O)C=C2